COC(C(CN1N=CN=C1)(O)C1=C(C=C(C=C1)OC1=CC=C(C=C1)Cl)Cl)=O 2-[2-chloro-4-(4-chlorophenoxy)phenyl]-2-hydroxy-3-(1,2,4-triazol-1-yl)propionic acid methyl ester